N1=C(C=CC=C1C(\C=C/NC1=C(C2=C(S1)CCCC2)C#N)=O)C(\C=C/NC2=C(C1=C(S2)CCCC1)C#N)=O 2,2'-(((1Z,1'Z)-pyridine-2,6-diylbis(3-oxoprop-1-ene-3,1-diyl))bis(azanediyl))bis(4,5,6,7-tetrahydrobenzo[b]thiophene-3-carbonitrile)